2,2-dimethoxybutane COC(C)(CC)OC